C([C@@H]1[C@H]([C@@H]([C@H]([C@H](O1)O)N)O)O[C@H]2[C@@H]([C@H]([C@@H]([C@@H](O2)C(=O)O)O)O)O)O The molecule is a heparan composed of a backbone of repeating alpha-L-iduronosyl-(1->4)-alpha-D-glucosamine units joined by (1->4)-linkages. It derives from a L-idopyranuronic acid. It is a tautomer of a heparosan L-iduronic acid zwitterion.